racemic-glyceric acid C([C@H](O)CO)(=O)O |r|